ClC(CC(Cl)Cl)(Cl)Cl 1,1,1,3,3-Pentachloropropan